2-(7-methyl-3-methyleneoctyl)-1,3-dioxacyclopentane CC(CCCC(CCC1OCCO1)=C)C